C(C)N(C(COC=1C=2N(C=C(C1)OC)N=C(C2)C=2N=C1SC(=NN1C2)OC)=O)O N-ethyl-N-hydroxy-2-((6-methoxy-2-(2-methoxyimidazo[2,1-b][1,3,4]thiadiazol-6-yl)pyrazolo[1,5-a]pyridin-4-yl)oxy)acetamide